C12C(CC(CC1)CC2)C(=O)O bicyclo[2.2.2]octan-2-carboxylic acid